FC1(C(C1)NC(=O)NCC1=CC(=NC=C1)OC(F)F)F 1-(2,2-difluorocyclopropyl)-3-[[2-(difluoromethoxy)pyridin-4-yl]methyl]urea